N,N-bis(2,2,6,6-tetramethyl-4-piperidyl)hexane-1,6-diamine CC1(NC(CC(C1)N(CCCCCCN)C1CC(NC(C1)(C)C)(C)C)(C)C)C